FC1=C(O[C@H]2C=3N(CCC2)N=C(N3)NC3[C@H]2CN(C[C@@H]3CC2)C2=NC=NC(=C2)C)C=CC=C1F (R)-8-(2,3-difluorophenoxy)-N-((1R,5s,8s)-3-(6-methylpyrimidin-4-yl)-3-azabicyclo[3.2.1]oct-8-yl)-5,6,7,8-tetrahydro-[1,2,4]triazolo[1,5-a]pyridin-2-amine